NC1=NC=C(C=N1)C=1N=CN2C1N(C(C1=CC(=CC(=C21)[C@H](C)NC=2C(=NC(=CC2)Cl)C=2N=NN(N2)C)C)=O)C([2H])([2H])[2H] (s)-3-(2-aminopyrimidin-5-yl)-9-(1-((6-chloro-2-(2-methyl-2H-tetrazol-5-yl)pyridin-3-yl)amino)ethyl)-7-methyl-4-(methyl-d3)imidazo[1,5-a]quinazolin-5(4H)-one